ClC=1C(=CC(=NC1)NC(=O)[C@H]1C[C@H](CCC1)C=1C=NN(C1)C)C1=C2N(N=C1)CC(C2)(C)C (1R,3S)-N-(5-chloro-4-(5,5-dimethyl-5,6-dihydro-4H-pyrrolo[1,2-b]pyrazol-3-yl)pyridin-2-yl)-3-(1-methyl-1H-pyrazol-4-yl)cyclohexane-1-carboxamide